C[C@H]1N([C@H](CCC1)C)C(CCC(=O)O)=O 4-[(2R,6S)-2,6-dimethylpiperidin-1-yl]-4-oxobutanoic acid